(E)-4-(cyclopropylmethoxy)-6-(4-fluorophenylvinyl)-2-hydroxy-3-(3-methylbut-2-en-1-yl)benzoic acid C1(CC1)COC1=C(C(=C(C(=O)O)C(=C1)\C=C\C1=CC=C(C=C1)F)O)CC=C(C)C